C(C)(=O)OC=CC=CCCCCCCCC dodeca-dienyl acetate